C(C)(C)(C)OC(NC1=C(C=C(C=C1)C=1SC(=CC1)F)NC(C1=CC=C(C=C1)S1(NCCC1)=O)=O)=O.N=1C=CN2C1CNCC2 5,6,7,8-tetrahydroimidazo[1,2-a]pyrazine tert-butyl-N-[4-(5-fluoro-2-thienyl)-2-[[4-(1-oxo-4,5-dihydro-3H-isothiazol-1-yl)benzoyl]amino]phenyl]carbamate